5-ethyl-4-[8-fluoro-2-{[(2R,7aS)-2-fluorotetrahydro-1H-pyrrolizin-7a(5H)-yl]methoxy}-4-(piperidin-1-yl)pyrido[4,3-d]pyrimidin-7-yl]naphthalen-2-ol C(C)C1=C2C(=CC(=CC2=CC=C1)O)C1=C(C=2N=C(N=C(C2C=N1)N1CCCCC1)OC[C@]12CCCN2C[C@@H](C1)F)F